C(CCCCCCCCCCCCCCCCC)(=O)[O-].[Al+] aluminium mono-stearate